FC(C1=CC=C(C[C@@H]2CC3(CN(C3)C(=O)C3CC(C3)(C)O)CC2)C=C1)F |r| (rac)-(6-(4-(Difluoromethyl)benzyl)-2-azaspiro[3.4]octan-2-yl)((1s,3s)-3-hydroxy-3-methylcyclobutyl)methanone